2-((3S,4R)-1-(4-aminopyrimidin-2-yl)-3-fluoro-3-methylpiperidin-4-yloxy)ethanol NC1=NC(=NC=C1)N1C[C@]([C@@H](CC1)OCCO)(C)F